C(=O)(O)C1=CC=C(C=C1)B(O)O 4-carboxyphenyl-boronic acid